NC1=NC=2C=CC(=CC2C2=C1C(=NO2)C)C(=O)N(C)[C@@H]2COCC1=C2C=CC(=C1)C#N 4-amino-N-((4S)-7-cyano-3,4-dihydro-1H-2-benzopyran-4-yl)-N,3-dimethyl[1,2]oxazolo[4,5-c]quinoline-8-carboxamide